4-(4-chlorophenyl)-2-(5-(ethylsulfonyl)-6-(2-(trifluoromethyl)pyrazolo[1,5-a]pyrimidin-5-yl)pyridin-2-yl)-2,4-dihydro-3H-1,2,4-triazol-3-one ClC1=CC=C(C=C1)N1C(N(N=C1)C1=NC(=C(C=C1)S(=O)(=O)CC)C1=NC=2N(C=C1)N=C(C2)C(F)(F)F)=O